C(CCC)NC(=O)OCCOC(C=C)=O Acrylic acid-2-butylcarbamoyloxyethyl ester